6-(tert-Butoxycarbonylamino)-4-fluoro-1-hydroxy-indan-2-carboxylic acid ethyl ester C(C)OC(=O)C1C(C2=CC(=CC(=C2C1)F)NC(=O)OC(C)(C)C)O